N-(3-chloro-2-methylphenyl)-2-[2-(methylamino)-2-oxoethyl]-6-({[2-(trifluoromethyl)phenyl]carbonyl}amino)-1H-benzimidazole-4-carboxamide ClC=1C(=C(C=CC1)NC(=O)C1=CC(=CC=2NC(=NC21)CC(=O)NC)NC(=O)C2=C(C=CC=C2)C(F)(F)F)C